Nickel-Iron oxide [O-2].[Fe+2].[Ni+2].[O-2]